N-((1s,4s)-4-((7-Morpholino-1,6-naphthyridin-5-yl)oxy)cyclohexyl)benzamide O1CCN(CC1)C1=NC(=C2C=CC=NC2=C1)OC1CCC(CC1)NC(C1=CC=CC=C1)=O